8-((6-bromopyridin-2-yl)(4-methoxybenzyl)amino)-6-chloroimidazo[1,2-b]Pyridazine-3-carbonitrile BrC1=CC=CC(=N1)N(C=1C=2N(N=C(C1)Cl)C(=CN2)C#N)CC2=CC=C(C=C2)OC